C1(CC1)OC1=CC(=NC=C1)NC1=CC(=NC(=N1)C=1C=NN(C1)CC(C)(C)O)N1CC2(C1)CCN(CC2)C(C)=O 1-(2-(6-((4-Cyclopropoxypyridin-2-yl)amino)-2-(1-(2-hydroxy-2-methylpropyl)-1H-pyrazol-4-yl)pyrimidin-4-yl)-2,7-diazaspiro[3.5]nonan-7-yl)ethan-1-one